C(C1=C(N(CC2CO2)CC2CO2)C=CC=C1)C1=C(N(CC2CO2)CC2CO2)C=CC=C1 methylenebis(N,N'-diglycidyl-aniline)